Tert-butyl (15-(4-(4-((4-((2-carbamoylphenyl)amino)-5-chloropyrimidin-2-yl)amino)phenyl)piperazin-1-yl)-15-oxo-3,6,9,12-tetraoxapentadecyl)carbamate C(N)(=O)C1=C(C=CC=C1)NC1=NC(=NC=C1Cl)NC1=CC=C(C=C1)N1CCN(CC1)C(CCOCCOCCOCCOCCNC(OC(C)(C)C)=O)=O